5-benzyl-2-(((1-methylpyrrolidin-2-yl)methyl)thio)-4,5-dihydro-1H-imidazole dihydrochloride Cl.Cl.C(C1=CC=CC=C1)C1CN=C(N1)SCC1N(CCC1)C